CN1CC2CN(C2C1)C1=CC=C(C=C1)N1C=NC(=C1)NC=1N=CC(=NC1)C#N 5-((1-(4-(3-Methyl-3,6-diazabicyclo[3.2.0]heptan-6-yl)phenyl)-1H-imidazol-4-yl)amino)pyrazine-2-carbonitrile